3-methyl-1-benzyloxy-4-heptene CC(CCOCC1=CC=CC=C1)C=CCC